6-bromo-N-methyl-N-phenylquinolin-2-amine BrC=1C=C2C=CC(=NC2=CC1)N(C1=CC=CC=C1)C